ClC1=NC=C(C(=C1)N1N=NC(=C1)C(=O)OCC)OC ethyl 1-(2-chloro-5-methoxypyridin-4-yl)-1H-1,2,3-triazole-4-carboxylate